ClC=1C(=C(C=CC1)C(C(=O)O)(C)F)OC 2-(3-chloro-2-methoxy-phenyl)-2-fluoro-propionic acid